C(C1=CC=CC=C1)(=O)OCCC=NC1=CC(=CC=C1)C(C)C [3-(2-propyl) phenyliminopropyl] benzoate